tert-butyl 6-(4-hydroxy-2-methyl-3-oxocyclobut-1-en-1-yl)-2,6-diazaspiro[3.4]octane-2-carboxylate OC1C(C(=C1N1CC2(CN(C2)C(=O)OC(C)(C)C)CC1)C)=O